8-(bromomethyl)-3,4-dihydroisoquinoline-2(1H)-carboxylic acid tert-butyl ester C(C)(C)(C)OC(=O)N1CC2=C(C=CC=C2CC1)CBr